6-(2-Isobutoxyphenyl)-N-[(2-oxo-1H-pyridin-3-yl)sulfonyl]-2-[(4S)-2,2,4-trimethylpyrrolidin-1-yl]pyridin-3-carboxamid C(C(C)C)OC1=C(C=CC=C1)C1=CC=C(C(=N1)N1C(C[C@@H](C1)C)(C)C)C(=O)NS(=O)(=O)C=1C(NC=CC1)=O